9,10,11,12-Tetrahydro-9,12-epoxy-1H-diindolo[1,2,3-fg:3',2',1'-kl]pyrrolo(3,4-i)(1,6)benzodiazocine-1,3(2H)-dione C1(NC(C2=C1C1=C3C=4N(C5CCC(N3C=3C=CC=CC31)O5)C5=CC=CC=C5C24)=O)=O